C(=O)(O)CC=1C=C(C=CC1)NC(=O)C1=CC(=C(C(=O)O)C=C1O)O 4-(3-(Carboxymethyl)phenylaminocarbonyl)-2,5-dihydroxybenzoic acid